(3R,4R)-4-(2-chlorophenyl)-1-(2,2,3,3,3-pentafluoropropyl)pyrrolidine-3-carboxylic acid ClC1=C(C=CC=C1)[C@H]1[C@H](CN(C1)CC(C(F)(F)F)(F)F)C(=O)O